4-(4,4,5,5-tetramethyl-1,3,2-dioxaborolan-2-yl)-1,2,3,6-tetrahydropyridine 2,2,2-trifluoroacetate FC(C(=O)O)(F)F.CC1(OB(OC1(C)C)C=1CCNCC1)C